(R)-2-(4-(3-Amino-1-(2-((6-amino-9H-purin-9-yl)methyl)-4-fluoro-3-(trifluoromethyl)phenyl)pyrrolidin-3-carbonyl)piperazin-1-yl)acetonitril N[C@]1(CN(CC1)C1=C(C(=C(C=C1)F)C(F)(F)F)CN1C2=NC=NC(=C2N=C1)N)C(=O)N1CCN(CC1)CC#N